5-(1-(tert-butoxycarbonyl)piperidin-4-yl)-2-methylbenzoic acid C(C)(C)(C)OC(=O)N1CCC(CC1)C=1C=CC(=C(C(=O)O)C1)C